3,5-dihydro-5-methylidene-4H-imidazol-4-one C=C1C(NC=N1)=O